pyridinecarboxylic hydrazide N1=C(C=CC=C1)C(=O)NN